C1=NC=CC2=CC=C(C=C12)C1=CC(=NN1C)CC(=O)NC1=CC(=C(C=C1)CN1CCN(CC1)C)C(F)(F)F 2-(5-(isoquinolin-7-yl)-1-methyl-1H-pyrazol-3-yl)-N-(4-((4-methylpiperazin-1-yl)methyl)-3-(trifluoromethyl)phenyl)acetamide